[Si](C)(C)(C(C)(C)C)O[C@H]1CC(C2(CN(C2)C(=O)OCC2=CC=CC=C2)C1)=O (R)-benzyl 7-((tert-butyldimethylsilyl)oxy)-5-oxo-2-azaspiro[3.4]octane-2-carboxylate